5-bromo-2-methoxy-N,N-bis(4-methoxybenzyl)benzenesulfonamide BrC=1C=CC(=C(C1)S(=O)(=O)N(CC1=CC=C(C=C1)OC)CC1=CC=C(C=C1)OC)OC